4-[2-pyrrolidin-1-ylvinyl]pyrimidine N1(CCCC1)C=CC1=NC=NC=C1